C1NC(C2C1CCC2)C#N trans-1,2,3,3a,4,5,6,6a-octahydrocyclopenta[c]pyrrole-3-carbonitrile